Ethyl (E)-2-((2'-(diphenylphosphino)-6-methyl-[1,1'-biphenyl]-2-yl) methyl)-3-phenylacrylate C1(=CC=CC=C1)P(C1=C(C=CC=C1)C1=C(C=CC=C1C)C/C(/C(=O)OCC)=C\C1=CC=CC=C1)C1=CC=CC=C1